C1=CC(=C(C=C1OC2=C(C=C(C=C2I)C[C@@H](C(=O)[O-])N)I)I)O The molecule is the anion resulting from the removal of the proton from the carboxylic acid group of 3,3',5-triiodo-L-thyronine. It is an alpha-amino-acid anion, a monocarboxylic acid anion and an iodothyroninate. It is a conjugate base of a 3,3',5-triiodo-L-thyronine.